chloro-[2,4'-bipyridine] ClC=1C(=NC=CC1)C1=CC=NC=C1